4-(5-chloro-2-cyclopropyl-2H-indazol-7-yl)morpholine ClC1=CC2=CN(N=C2C(=C1)N1CCOCC1)C1CC1